bis(1,3-dimethyl-3-(1-tert-butylcyclopentyl)cyclopentadienyl)zirconium dichloride [Cl-].[Cl-].CC1=C(C(C=C1)(C1(CCCC1)C(C)(C)C)C)[Zr+2]C1=C(C=CC1(C)C1(CCCC1)C(C)(C)C)C